N(=[N+]=[N-])C(CCCCCCCC(=O)OC(CCCCCCCC)CCCCCCCC)CCCCCCCC(=O)OCCCCCCCCC 1-(heptadecan-9-yl) 17-nonyl 9-azidoheptadecanedioate